C1=C2CCC34C2=C(OPOC2=C3C(CC4)=CC=C2)C=C1 10,11,12,13-tetrahydrodiindeno[7,1-de:1',7'-fg][1,3,2]dioxaphosphocin